OC[C@@H](C)NC(=O)C=1C=C2C=CN=C(C2=CC1)N1CCC(CC1)C(F)(F)F (R)-N-(1-hydroxypropan-2-yl)-1-(4-(trifluoromethyl)piperidin-1-yl)isoquinoline-6-carboxamide